Trans-1-propyldecahydroquinolin-7-ol C(CC)N1CCCC2CCC(CC12)O